1,3-di-2-ethylhexylimidazolium-4-carboxylate CCC(CC(CCC)CC)OC(=O)C=1[NH+]=CNC1